The molecule is a tricarboxylic acid anion obtained by deprotonation of the carboxy and phosphate groups of 5,6,7,8-tetrahydrosarcinapterin; major species at pH 7.3. It is a tricarboxylic acid anion and an organophosphate oxoanion. It is a conjugate base of a 5,6,7,8-tetrahydrosarcinapterin. C[C@H]1[C@@H](NC2=C(N1)N=C(NC2=O)N)[C@@H](C)NC3=CC=C(C=C3)C[C@@H]([C@@H]([C@@H](CO[C@@H]4[C@@H]([C@@H]([C@H](O4)COP(=O)([O-])O[C@@H](CCC(=O)[O-])C(=O)N[C@@H](CCC(=O)[O-])C(=O)[O-])O)O)O)O)O